(5-(2-fluorophenyl)-1-((3-(furan-3-yl)phenyl)sulfonyl)-1H-pyrrol-3-yl)-N-methyl-methylamine FC1=C(C=CC=C1)C1=CC(=CN1S(=O)(=O)C1=CC(=CC=C1)C1=COC=C1)N(C)C